Trifluoromethylcarbonat FC(F)(F)OC([O-])=O